CC=1C=C(CN2N=CC(=C2)B2OC(C(O2)(C)C)(C)C)C=CC1 1-(3-methylbenzyl)-4-(4,4,5,5-tetramethyl-1,3,2-dioxaborolan-2-yl)-1H-pyrazole